N-cyanopicoline C(#N)N1C(C=CC=C1)C